dichloro(1,10-phenanthroline) palladium [Pd].ClC=1C(=NC2=C3N=CC=CC3=CC=C2C1)Cl